4,5-dihydro-1H-benzo[c]azepine C1N=CCCC2=C1C=CC=C2